C1(CC1)N1C(=NC(=C1)C(F)(F)F)C1=CC=C(COC=2C3=C(N=C(N2)C=2C(=NC=NC2OC)C2CC2)N(C=C3)COCC[Si](C)(C)C)C=C1 4-((4-(1-cyclopropyl-4-(trifluoromethyl)-1H-imidazol-2-yl)benzyl)oxy)-2-(4-cyclopropyl-6-methoxypyrimidin-5-yl)-7-((2-(trimethylsilyl)ethoxy)methyl)-7H-pyrrolo[2,3-d]pyrimidine